hydroxyethyl decanoate C(CCCCCCCCC)(=O)OCCO